4-Amino-7-(difluoromethoxy)-1-(6-methylpyridin-3-yl)-2-oxo-1,2-dihydro-1,8-naphthyridine-3-carboxylic acid methyl ester COC(=O)C=1C(N(C2=NC(=CC=C2C1N)OC(F)F)C=1C=NC(=CC1)C)=O